C(C)(C)(C)OC(=O)N1[C@@H](CC1)COC1=C(C=C(C(=C1)C(NC1(CC1)C1=C2C=CC=NC2=CC(=C1)C=C)=O)C)F.OC1=CC=C(C=C1)C(C)(C)C1=CC=CC(=C1)C(C)(C)C1=CC=C(C=C1)O 1,5-bis[2-(4-hydroxyphenyl)-2-propyl]benzene tert-Butyl-(s)-2-((2-fluoro-4-methyl-5-((1-(7-vinylquinolin-5-yl)cyclopropyl)carbamoyl)phenoxy)methyl)azetidine-1-carboxylate